3-([1,1'-biphenyl]-4-yl)hexahydro-1H-pyrrolo[2,1-c][1,4]oxazine C1(=CC=C(C=C1)C1CN2C(CO1)CCC2)C2=CC=CC=C2